CC1=NC(=CC=C1NC(=O)C1C(CCCC1)C(=O)O)C1=C(C(=NO1)C)NS(=O)(=O)CC(C)C1=CC=CC=C1 2-((2-methyl-6-(3-methyl-4-((2-phenylpropyl)sulfonamido)isoxazol-5-yl)pyridin-3-yl)carbamoyl)cyclohexane-1-carboxylic acid